P,P-di-o-tolyl-N-(p-tolyl)phosphinothioic amide C1(=C(C=CC=C1)P(NC1=CC=C(C=C1)C)(=S)C1=C(C=CC=C1)C)C